7-isopropyl-9-oxo-10-thioxo-9,10-dihydroanthracen-2-yl-p-tolylsulfonium C(C)(C)C1=CC=C2C(C=3C=CC(=CC3C(C2=C1)=O)[SH+]C1=CC=C(C=C1)C)=S